CC=1C(=NC(=NC1)NC=1C=NN(C1)C1C[C@H]2CC[C@@H](C1)N2C(=O)C2(CC2)C)C2=CC=C(C(=O)OC)C=C2 Methyl 4-(5-methyl-2-((1-((1R,3r,5S)-8-(1-methylcyclopropanecarbonyl)-8-azabicyclo[3.2.1]octan-3-yl)-1H-pyrazol-4-yl)amino)pyrimidin-4-yl)benzoate